tert-Butyl 4-(4-(trifluoromethyl)benzyl)-1,4-diazepan-1-carboxylate FC(C1=CC=C(CN2CCN(CCC2)C(=O)OC(C)(C)C)C=C1)(F)F